C1(=C(C=CC=C1)P(C1=C(C=CC=C1)C)C1=C(C=CC=C1)C)C tris(ortho-toluyl)phosphine